C1(CC1)C=1N=CC=2N(C1[C@@H](O)C=1N=NN(C1)C1=CC(=C(C=C1)OCC1(COC1)F)F)C=NC2 (R)-(6-cyclopropyl-imidazo[1,5-a]pyrazin-5-yl)-{1-[3-fluoro-4-(3-fluoro-oxetan-3-ylmethoxy)-phenyl]-1H-[1,2,3]triazol-4-yl}-methanol